Ethyl methyl (piperidin-4-ylmethyl) phosphite P(OCC)(OC)OCC1CCNCC1